C(C)(C)(C)OC(=O)N1C[C@@H](N(C[C@H]1C)C=1C2=C(N=CN1)N(CC2(C(=O)O)C)C2=NC=CC(=C2)C#N)C 4-((2S,5R)-4-(tert-butoxycarbonyl)-2,5-dimethylpiperazin-1-yl)-7-(4-cyanopyridin-2-yl)-5-methyl-6,7-dihydro-5H-pyrrolo[2,3-d]pyrimidine-5-carboxylic acid